3-(4-fluoro-1-oxo-5-(4-((4-(piperidin-4-yloxy)piperidin-1-yl)methyl)piperidin-1-yl)isoindolin-2-yl)piperidine-2,6-dione FC1=C2CN(C(C2=CC=C1N1CCC(CC1)CN1CCC(CC1)OC1CCNCC1)=O)C1C(NC(CC1)=O)=O